COC(=O)C=1C=2CCCC2C=C(C1C1=CC=2N(C=C1)C=NC2)C#N 6-cyano-5-{imidazo[1,5-a]pyridin-7-yl}-2,3-dihydro-1H-indene-4-carboxylic acid methyl ester